(S)-4-chloro-3-(4-(2-cycloheptyl-2-(1-isopropyl-1H-pyrazole-5-carboxamido)acetamido)phenyl)-2-methylpyridine 1-oxide ClC1=C(C(=[N+](C=C1)[O-])C)C1=CC=C(C=C1)NC([C@@H](NC(=O)C1=CC=NN1C(C)C)C1CCCCCC1)=O